(S)-3-(1-amino-1,3-dihydrospiro[indene-2,4'-piperidin]-1'-yl)-6-(2,3-dichlorophenyl)-5-methylpyrazine-2-carboxylic acid ethyl ester C(C)OC(=O)C1=NC(=C(N=C1N1CCC2(CC1)[C@@H](C1=CC=CC=C1C2)N)C)C2=C(C(=CC=C2)Cl)Cl